3,4-bis(7-chloro-1H-indol-3-yl)-1H-pyrrole ClC=1C=CC=C2C(=CNC12)C1=CNC=C1C1=CNC2=C(C=CC=C12)Cl